FC=1C=C(C(=O)NO)C=CC1OC1=CC=C(C=C1)C(C)C 3-fluoro-N-hydroxy-4-(4-isopropylphenoxy)benzamide